2,5-dibromo-1-phenylpyrrole BrC=1N(C(=CC1)Br)C1=CC=CC=C1